CN(CCN1N=CC(=C1)C1=CC=NC2=C(C=CC=C12)NC(C1=CC=C(C=C1)OC(C)C)=O)C N-(4-(1-(2-(dimethylamino)ethyl)-1H-pyrazol-4-yl)quinolin-8-yl)-4-isopropoxybenzamide